6-((3-(5-(2,5-difluorophenyl)-4,5-dihydro-1H-pyrazole-1-carbonyl)bicyclo[1.1.1]pentan-1-yl)methoxy)nicotinonitrile FC1=C(C=C(C=C1)F)C1CC=NN1C(=O)C12CC(C1)(C2)COC2=NC=C(C#N)C=C2